methyl-tris(1,1-dimethylallyloxy)silane C[Si](OC(C=C)(C)C)(OC(C=C)(C)C)OC(C=C)(C)C